CN1N=C(C(=C1)C=1C=NC=2CCN(CC2C1)C1=C2C(=NC=N1)ON=C2C)C 4-[3-(1,3-dimethylpyrazol-4-yl)-7,8-dihydro-5H-1,6-naphthyridin-6-yl]-3-methyl-isoxazolo[5,4-d]pyrimidine